[C@H]12CN(C[C@H](CC1)N2)C=2C1=C(N=C(N2)\C=C\C23CCCN3CC(C2)F)C(=C(N=C1)C1=CC=CC2=CC=C(C(=C12)C#C)F)F 4-((1R,5S)-3,8-diazabicyclo[3.2.1]octan-3-yl)-7-(8-ethynyl-7-fluoronaphthalen-1-yl)-8-fluoro-2-((E)-2-(2-fluorotetrahydro-1H-pyrrolizin-7a(5H)-yl)vinyl)pyrido[4,3-d]pyrimidine